ClC=1C=C2C(=CC(=NC2=CC1)C(F)(F)F)N[C@@H]1C[C@@H](CCC1)NC(C1=CC(=CC(=C1)OC)NC(C)=O)=O N-[(1R,3S)-3-{[6-chloro-2-(trifluoromethyl)quinolin-4-yl]amino}cyclohexyl]-3-acetamido-5-methoxybenzamide